tert-butyl (S)-5,5-difluoro-2-(1-(6-(indolin-4-yl)pyridin-3-yl)ethyl)-2,7-diazaspiro[3.5]nonane-7-carboxylate FC1(C2(CN(C2)[C@@H](C)C=2C=NC(=CC2)C2=C3CCNC3=CC=C2)CCN(C1)C(=O)OC(C)(C)C)F